[Si](C1=CC=CC=C1)(C1=CC=CC=C1)(C(C)(C)C)O[C@H]1[C@@](COC1)(C#N)N1CCN(CC1)C(=O)OC(C)(C)C tert-butyl 4-((3S,4S)-4-((tert-butyldiphenylsilyl)oxy)-3-cyanotetrahydrofuran-3-yl)piperazine-1-carboxylate